COC1([C@H]2CN(C[C@@H]1CCC2)[C@H]2[C@H](CC2)C)C2=CC(=NC=C2)C(=O)N 4-((1R,5S,9R)-9-methoxy-3-((1R,2S)-2-methylcyclobutyl)-3-azabicyclo[3.3.1]nonan-9-yl)picolinamide